O=C(C(=O)OCC(CC1=CC=C(C=C1)C(C)(C)C)C)C1=CC=CC=C1 3-(4-tert-butylphenyl)-2-methylpropyl 2-oxo-2-phenylacetate